N-[(1S)-3-cyano-1,5,5-trimethyl-4-oxocyclohex-2-en-1-yl]-N,5-dimethyl-2-(trifluoromethyl)furan-3-carboxamide C(#N)C1=C[C@@](CC(C1=O)(C)C)(C)N(C(=O)C1=C(OC(=C1)C)C(F)(F)F)C